C(C)NC(=O)C1=CC2=C(C(N(C=C2C(C2=CC=CC=C2)O)C)=O)N1COCC[Si](C)(C)C N-ethyl-4-(hydroxy(phenyl)methyl)-6-methyl-7-oxo-1-((2-(trimethylsilyl)ethoxy)methyl)-6,7-dihydro-1H-pyrrolo[2,3-c]pyridin-2-carboxamide